CC1=CC(=NC=C1OC1=CC(=C2C(=N1)N(C=N2)C)NC2=CC=C(C=C2)N2CCOCC2)C#N 4-methyl-5-[3-methyl-7-(4-morpholinoanilino)imidazo[4,5-b]pyridin-5-yl]oxypyridine-2-carbonitrile